(3R,4R)-4-{[7-(5-methylpyridin-2-yl)pyrrolo[2,1-f][1,2,4]triazin-2-yl]amino}-1-(oxetane-3-carbonyl)piperidin-3-ol CC=1C=CC(=NC1)C1=CC=C2C=NC(=NN21)N[C@H]2[C@@H](CN(CC2)C(=O)C2COC2)O